1-(4-fluorophenyl)-6-methyl-5-(1-({1-methyl-1H-pyrazol-4-yl}sulfonyl)-3-(pyridin-2-ylmethyl)pyrrolidin-3-yl)-1H-indazole FC1=CC=C(C=C1)N1N=CC2=CC(=C(C=C12)C)C1(CN(CC1)S(=O)(=O)C=1C=NN(C1)C)CC1=NC=CC=C1